5-Bromo-2-(1-bromoethyl)pyridine BrC=1C=CC(=NC1)C(C)Br